[C@H]12CN(C[C@H](CC1)N2)C=2C1=C(N=C(N2)OCC23N(CC4=CC=CC=C24)CCC3)C(=C(N=C1)C1=CC(=CC3=CC=C(C(=C13)C#C)F)O)F 4-(4-((1R,5S)-3,8-diazabicyclo[3.2.1]octan-3-yl)-2-((2,3-dihydro-1H-pyrrolo[2,1-a]isoindol-9b(5H)-yl)methoxy)-8-fluoropyrido[4,3-d]pyrimidin-7-yl)-5-ethynyl-6-fluoronaphthalen-2-ol